(1S,3S,5S)-N-((8-(aminomethyl)imidazo[1,2-a]pyridin-3-yl)methyl)-5-methyl-2-((4-phenoxybutanoyl)glycyl)-2-azabicyclo[3.1.0]hexane-3-carboxamide NCC=1C=2N(C=CC1)C(=CN2)CNC(=O)[C@H]2N([C@H]1C[C@]1(C2)C)C(CNC(CCCOC2=CC=CC=C2)=O)=O